6-(1-cyclopropyl-2-hydroxy-2-methylpropyl)-4-(2-fluoro-5-methyl-4-(1-methyl-1H-pyrazol-4-yl)phenyl)-6,7-dihydro-5H-pyrrolo[3,4-b]pyridin-5-one C1(CC1)C(C(C)(C)O)N1CC2=NC=CC(=C2C1=O)C1=C(C=C(C(=C1)C)C=1C=NN(C1)C)F